2-(6-(2-(2-(trifluoromethyl)pyridin-4-yl)-2,6-diazaspiro[3.4]octan-6-yl)pyrazin-2-yl)thiazole FC(C1=NC=CC(=C1)N1CC2(C1)CN(CC2)C2=CN=CC(=N2)C=2SC=CN2)(F)F